OC(CN(CCCCC(=O)OCCN1CCN(CC1)CCSSC1=NC=CC=C1)CC(CCCCCCCCCCCC)O)CCCCCCCCCCCC 2-(4-(2-(Pyridin-2-yldisulfaneyl)ethyl)piperazin-1-yl)ethyl 5-(bis(2-hydroxytetradecyl)amino)pentanoate